3-(triethoxysilyl)propylcyclopentane C(C)O[Si](CCCC1CCCC1)(OCC)OCC